C(#N)C1=C(C=CC(=C1)C(F)(F)F)N1CCC(CC1)(C(=O)N[C@H]1CN(CC1)C)C=1C=NC(=CC1)C1=C(OC=C1)C 1-[2-cyano-4-(trifluoromethyl)phenyl]-4-[6-(2-methylfuran-3-yl)pyridin-3-yl]-N-[(3R)-1-methylpyrrolidin-3-yl]piperidine-4-carboxamide